7-((3R,4R)-4-ethoxy-3-(3-(trifluoromethyl)phenoxy)piperidin-1-yl)-4-methyl-2,4-dihydro-5H-pyrazolo[4,3-b]pyridin-5-one C(C)O[C@H]1[C@@H](CN(CC1)C=1C=2C(N(C(C1)=O)C)=CNN2)OC2=CC(=CC=C2)C(F)(F)F